C(C)(C)(C)OC(=O)N1CCC(CCC1)N1C[C@@H](CCC1)C 4-[(3R)-3-Methylpiperidin-1-yl]azepane-1-carboxylic acid tert-butyl ester